5-chloroisoindole-1,3-dione ClC=1C=C2C(NC(C2=CC1)=O)=O